[Si](C)(C)(C(C)(C)C)OCC=1C=C(C2=C(N=C(O2)C=2C=C(C=CC2)C2=C(C=CC=C2)C2=NN=CN2C)C1)C(F)(F)F 5-(((tert-Butyldimethylsilyl)oxy)methyl)-2-(2'-(4-methyl-4H-1,2,4-triazol-3-yl)-[1,1'-biphenyl]-3-yl)-7-(trifluoromethyl)benzo[d]oxazole